C1(CC1)CCN1CC2(C1)CN(C2)S(=O)(=O)C=2C(=NC(=CC2)C(F)(F)F)C 2-(2-cyclopropylethyl)-6-((2-methyl-6-(trifluoromethyl)pyridin-3-yl)sulfonyl)-2,6-diazaspiro[3.3]heptane